(R)-1-chloro-3-(2,6-dichloro-4-(2-(4-((R)-3-(ethylsulfonyl)-2-hydroxypropoxy)phenyl)propan-2-yl)phenoxy)propan-2-yl acetate C(C)(=O)O[C@@H](CCl)COC1=C(C=C(C=C1Cl)C(C)(C)C1=CC=C(C=C1)OC[C@H](CS(=O)(=O)CC)O)Cl